ClC=1C(=NC(=NC1)NC=1C=CC(=C(C1)NC(C)=O)N(C)CCN(C)C)C1=CN=C(N1C)C(C)C N-(5-((5-chloro-4-(2-isopropyl-1-methyl-1H-imidazol-5-yl)pyrimidin-2-yl)amino)-2-((2-(dimethylamino)ethyl)(methyl)amino)phenyl)acetamide